C1(=C(C=CC=C1)C(C(=O)O)=C)C.C(C=C)(=O)O.CC1=CC=CC=C1 toluene acrylate (tolyl-acrylate)